N-(3-(1-cyclopropyl-1H-pyrazol-4-yl)phenyl)-N-((trans-4-(4-methoxy-3-methylphenyl)cyclohexyl)methyl)cyclohexanecarboxamide C1(CC1)N1N=CC(=C1)C=1C=C(C=CC1)N(C(=O)C1CCCCC1)C[C@@H]1CC[C@H](CC1)C1=CC(=C(C=C1)OC)C